3-((R)-1-methylpyrrolidin-2-yl)acrylamide CN1[C@H](CCC1)C=CC(=O)N